O=C1NC(CC[C@H]1NC(C1=C(C=C(C=C1)N1CC(C1)=O)F)=O)=O |r| (±)-N-(2,6-dioxopiperidin-3-yl)-2-fluoro-4-(3-oxoazetidin-1-yl)benzamide